[Cu].CC=1N(C(=CC1)C)C1=NC2=C(N1C)C=CC(=C2)CO [2-(2,5-dimethylpyrrol-1-yl)-1-methyl-benzimidazol-5-yl]methanol copper